CC1(CC1)N1CN(C(C2=CC(=CC(=C12)N1C[C@H](NCC1)C)S(=O)(=O)N)=O)CC=1C=NN(C1)C (1-methylcyclopropyl)-3-[(1-methylpyrazol-4-yl)methyl]-4-oxo-8-[(3R)-3-methylpiperazin-1-yl]-1H-quinazoline-6-sulfonamide